(R)-N-(1-methoxyprop-2-yl)-6-((3-(5-methoxymethylisoxazol-3-yl)-[1,2,4]triazolo[3,4-a]phthalazin-6-oxy)methylene)nicotinamide COC[C@@H](C)NC(C1=CNC(C=C1)=COC1=NN2C(C3=CC=CC=C13)=NN=C2C2=NOC(=C2)COC)=O